stearic acid Aluminum stearate C(CCCCCCCCCCCCCCCCC)(=O)[O-].[Al+3].C(CCCCCCCCCCCCCCCCC)(=O)O.C(CCCCCCCCCCCCCCCCC)(=O)[O-].C(CCCCCCCCCCCCCCCCC)(=O)[O-]